itaconic acid 4-octyl ester CCCC(CCCC)OC(C(=C)CC(=O)O)=O